(1R)-1-[(2R)-4-(6-amino-4-methoxy-pyridin-3-yl)-1-(5-phenoxypyridine-2-carbonyl)piperazin-2-yl]ethan-1-ol NC1=CC(=C(C=N1)N1C[C@@H](N(CC1)C(=O)C1=NC=C(C=C1)OC1=CC=CC=C1)[C@@H](C)O)OC